(tert-butoxycarbonyl)piperidin-3-carboxylic acid C(C)(C)(C)OC(=O)N1CC(CCC1)C(=O)O